ClC1=NC=NC2=CC(=CC=C12)OC1CC1 4-chloro-7-(cyclopropoxy)quinazoline